3-benzyl-1-(trans-4-((5-cyano-4-(3-(trifluoromethyl)-1H-pyrazol-5-yl)pyrimidin-2-yl)amino)-cyclohexyl)-1-(5-(1-methyl-1H-pyrazol-4-yl)pyridin-2-yl)urea C(C1=CC=CC=C1)NC(N(C1=NC=C(C=C1)C=1C=NN(C1)C)[C@@H]1CC[C@H](CC1)NC1=NC=C(C(=N1)C1=CC(=NN1)C(F)(F)F)C#N)=O